OC1=C(C2=C(N(C1=O)CC1=CC(=CC=C1)C(NC)=O)C=CS2)C(=O)O 6-hydroxy-4-[3-(methylcarbamoyl)benzyl]-5-oxo-4,5-dihydrothieno[3,2-b]pyridine-7-carboxylic acid